3-[5-[2-(7-azaspiro[3.5]nonan-2-yl)ethyl]3-methyl-2-oxo-benzimidazol-1-yl]piperidine C1C(CC12CCNCC2)CCC2=CC1=C(N(C(N1C)=O)C1CNCCC1)C=C2